tert-Butyl (2S,4R)-2-(3-fluorophenyl)-4-(2,2,2-trifluoroacetamido)piperidine-1-carboxylate FC=1C=C(C=CC1)[C@H]1N(CC[C@H](C1)NC(C(F)(F)F)=O)C(=O)OC(C)(C)C